O=C1N(C=2C=3C1=CN=NC3C=CC2)C2C(NC(CC2)=O)=O 3-(4-oxo-pyrrolo[4,3,2-de]cinnolin-5(4H)-yl)piperidine-2,6-dione